sodium hexanitrocobalt (III) [N+](=O)([O-])[Co-3]([N+](=O)[O-])([N+](=O)[O-])([N+](=O)[O-])([N+](=O)[O-])[N+](=O)[O-].[Na+].[Na+].[Na+]